[C@@H](C)(CC)NS(=O)(=O)C1=CC=C(C=C1)[N+](=O)[O-] (R)-N-(sec-butyl)-4-nitrobenzenesulfonamide